BrC=1C(=CC(=NC1)C(C(C([2H])([2H])[2H])([2H])[2H])=O)C 1-(5-bromo-4-methylpyridin-2-yl)propan-1-one-2,2,3,3,3-d5